BrC=1C=CC(=NC1)NCC1CC1 5-bromo-N-(cyclopropylmethyl)pyridin-2-amine